1-phenylethanol monohydrochloride Cl.C1(=CC=CC=C1)C(C)O